C(C)OC=1C=C(C=CC1OC)C(CS(=O)(=O)C)N 1-(3-ethoxy-4-methoxyphenyl)-2-(methylsulfonyl)ethane-1-amine